CN1N=CC(=C1C)C1=CC2=C(C(N(C=C2C2=CC(N(C=C2OC2=C(C=CC=C2C)C)C)=O)C)=O)N1 2-(1,5-dimethyl-1H-pyrazol-4-yl)-4-(5-(2,6-dimethylphenoxy)-1-methyl-2-oxo-1,2-dihydropyridin-4-yl)-6-methyl-1,6-dihydro-7H-pyrrolo[2,3-c]pyridin-7-one